5-(acryloxyethyl-dimethylamino)valeric acid C(C=C)(=O)OCCCN(CCCCC(=O)O)C